(7R)-7-ethyl-2-(6-methyl-2-((4-(8-methyl-3,8-diazabicyclo[3.2.1]oct-3-yl)phenyl)amino)-7H-pyrrolo[2,3-d]pyrimidin-7-yl)-6,7-dihydro-5H-cyclopent[b]pyridin-7-ol C(C)[C@]1(CCC=2C1=NC(=CC2)N2C(=CC1=C2N=C(N=C1)NC1=CC=C(C=C1)N1CC2CCC(C1)N2C)C)O